4-[(4-Amino-1-methyl-1H-pyrazol-3-ylmethyl)-amino]-piperidine-1-carboxylic acid tert-butyl ester C(C)(C)(C)OC(=O)N1CCC(CC1)NCC1=NN(C=C1N)C